ClC1=CC(=CC(=N1)C(=O)N)OC 6-chloro-4-methoxypyridinamide